N-(3-((R)-N-((R)-2-((tert-butyldimethylsilyl)oxy)propanoyl)-S-methylsulfonimidoyl)phenyl)-3-(4,4-difluoroazepan-1-yl)-5-methyl-6-(trifluoromethyl)pyridazine-4-carboxamide [Si](C)(C)(C(C)(C)C)O[C@@H](C(=O)N=[S@@](=O)(C)C=1C=C(C=CC1)NC(=O)C1=C(N=NC(=C1C)C(F)(F)F)N1CCC(CCC1)(F)F)C